methyl-1-naphthaldehyde CC1=C(C2=CC=CC=C2C=C1)C=O